1H,2H,5H,6H,7H,8H,9H-cyclohepta[b]pyridine-3-carboxamide N1C2=C(C=C(C1)C(=O)N)CCCCC2